O1CCN(CC12CCNCC2)CCCC2=CC=C(C=C2)N2C(NC(CC2)=O)=O 1-(4-(3-(1-oxa-4,9-diazaspiro[5.5]undecan-4-yl)propyl)phenyl)dihydropyrimidine-2,4(1H,3H)-dione